IC1=C(C(=CC(=C1)C(C(F)(F)F)(C(F)(F)F)F)C(F)(F)F)NC(=O)C=1C=C(C=CC1)N(C(C1=CC=CC=C1)=O)C N-[3-[[[2-iodo-4-[1,2,2,2-tetrafluoro-1-trifluoromethylethyl]-6-trifluoromethylphenyl]amino]carbonyl]phenyl]-N-methylbenzamide